chloro-7-methoxy-4-(3-phenyl-1-(tetrahydro-2H-pyran-2-yl)-1H-pyrazol-4-yl)pyrido[3,2-d]pyrimidine ClC=1N=C(C2=C(N1)C=C(C=N2)OC)C=2C(=NN(C2)C2OCCCC2)C2=CC=CC=C2